4-chloro-6-((4,4-difluorocyclohexyl)amino)pyrimidine-2-carbonitrile ClC1=NC(=NC(=C1)NC1CCC(CC1)(F)F)C#N